CN1C(CCCC1C)C 1,2,6-trimethylpiperidine